5-(morpholine-4-carbonyl)pyridin tert-butyl-2-((4-(4,4,5,5-tetramethyl-1,3,2-dioxaborolan-2-yl)-1H-pyrazol-1-yl)methyl)azetidine-1-carboxylate C(C)(C)(C)OC(=O)N1C(CC1)CN1N=CC(=C1)B1OC(C(O1)(C)C)(C)C.N1(CCOCC1)C(=O)C=1C=CC=NC1